[14C]-D-glucose O=[14CH][C@H](O)[C@@H](O)[C@H](O)[C@H](O)CO